(S)-1-(4-(4-(5-aminopent-1-yn-1-yl)-3-(hydroxymethyl)phenyl)piperazin-1-yl)-2-(4-(4-chlorophenyl)-2,3,9-trimethyl-6H-thieno[3,2-f][1,2,4]triazolo[4,3-a][1,4]diazepin-6-yl)ethan-1-one NCCCC#CC1=C(C=C(C=C1)N1CCN(CC1)C(C[C@H]1C=2N(C3=C(C(=N1)C1=CC=C(C=C1)Cl)C(=C(S3)C)C)C(=NN2)C)=O)CO